CC1(CCC1)NC=1C2=C(N=C(N1)N1CC(C1)C=1C=NC=CC1)CC[S@]2=O (R)-4-((1-methylcyclobutyl)amino)-2-(3-(pyridin-3-yl)azetidin-1-yl)-6,7-dihydrothieno[3,2-d]pyrimidine 5-oxide